[2-[[(1S)-2-[2-(3,5-dichloro-2-pyridyl)-1-methyl-propoxy]-1-methyl-2-oxo-ethyl] carbamoyl]-4-methoxy-3-pyridyl]oxymethyl 2-methylpropanoate CC(C(=O)OCOC=1C(=NC=CC1OC)C(N[C@H](C(=O)OC(C(C)C1=NC=C(C=C1Cl)Cl)C)C)=O)C